tert-butyl (R)-3-((S)-hydroxy(5-(2-methoxy-4-(trifluoromethyl)phenyl)-4-methylfuran-2-yl)methyl)-3-methylpiperidine-1-carboxylate O[C@@H]([C@]1(CN(CCC1)C(=O)OC(C)(C)C)C)C=1OC(=C(C1)C)C1=C(C=C(C=C1)C(F)(F)F)OC